O=C1NC(CCC1C1=CC(=C(C=C1)N1CCC(CC1)(O)CC(=O)OC(C)(C)C)F)=O tert-butyl 2-(1-(4-(2,6-dioxopiperidin-3-yl)-2-fluorophenyl)-4-hydroxypiperidin-4-yl)acetate